O=S1(N(CCCN1C1=C(C=C(C(=C1)F)F)F)CC(=O)NC1C2CC3(CC(CC1C3)C2)C(=O)N)=O 4-(2-(1,1-dioxido-6-(2,4,5-trifluorophenyl)-1,2,6-thiadiazinan-2-yl)acetamido)adamantane-1-carboxamide